ClC=1C(=NC(=NC1)N[C@H]1CN(CC1)C(=O)C1=CC=C(C=C1)NC(C=C)=O)OCC (R)-N-(4-(3-((5-chloro-4-ethoxypyrimidin-2-yl)amino)pyrrolidine-1-carbonyl)phenyl)acrylamide